C(C)(C)C=1NC=2C(=NC(=CC2)C(=O)N)N1 2-isopropyl-1H-imidazo[4,5-b]pyridine-5-carboxamide